trans-N-(3-amino-2,4-difluorophenyl)-2-chloro-5-(2,2-dichloro-3-(4-fluoro-3-(trifluoromethyl)phenyl)cyclopropane-1-carboxamido)benzamide NC=1C(=C(C=CC1F)NC(C1=C(C=CC(=C1)NC(=O)[C@@H]1C([C@H]1C1=CC(=C(C=C1)F)C(F)(F)F)(Cl)Cl)Cl)=O)F